O1C(CC1)C(CCOCC1=CC=CC=C1)O 1-(oxetan-2-yl)-3-phenylmethoxypropan-1-ol